ethyl 3-benzyl-3-azabicyclo[3.2.1]octane-8-carboxylate C(C1=CC=CC=C1)N1CC2CCC(C1)C2C(=O)OCC